C1CC12CN(CCC2)C2C(CN(CC2)C=2SC(=CN2)C(=O)NCC2=NC=C(C=C2F)F)F [4-(5-Azaspiro[2.5]octan-5-yl)-3-fluoropiperidin-1-yl]-N-[(3,5-difluoropyridin-2-yl)methyl]-1,3-thiazole-5-carboxamide